S1C(=CC=C1)C=1SC=CC1C=1SC=CC1C=1SC=CC1C=1SC=CC1C=1SC=CC1 sexithienyl